ClS(=O)(=O)C1=NN2C(=NC=C(C2=N1)F)OC 2-chlorosulfonyl-8-fluoro-5-methoxy[1,2,4]triazolo[1,5-c]pyrimidine